CN(C)CC1=C(C=CC(=N1)NC=1C=CC(=C2CNC(C12)=O)C1=CN=C2N1C=CC(=C2)F)C2(CCOCC2)O 7-((6-((dimethylamino)-methyl)-5-(4-hydroxytetra-hydro-2H-pyran-4-yl)pyridin-2-yl)amino)-4-(7-fluoroimidazo[1,2-a]pyridin-3-yl)isoindolin-1-one